5-[hydroxy-[1-(2-trimethylsilylethoxymethyl)indazol-3-yl]methyl]-2-isopropyl-N,N-dimethyl-imidazole-1-sulfonamide OC(C1=CN=C(N1S(=O)(=O)N(C)C)C(C)C)C1=NN(C2=CC=CC=C12)COCC[Si](C)(C)C